4-[[(2S,3S,4R,5S)-3-(3,4-Difluoro-2-methoxy-phenyl)-4,5-dimethyl-5-(trifluoromethyl)tetrahydrofuran-2-carbonyl]amino]-3-methyl-pyridin-2-carboxamid FC=1C(=C(C=CC1F)[C@H]1[C@H](O[C@@]([C@@H]1C)(C(F)(F)F)C)C(=O)NC1=C(C(=NC=C1)C(=O)N)C)OC